N6-[5-(trifluoromethoxy)-2-pyridinyl]-1,3-benzothiazole-2,6-diamine FC(OC=1C=CC(=NC1)NC1=CC2=C(N=C(S2)N)C=C1)(F)F